[2-(4-isobutoxy-phenylamino)-5-methyl-pyrimidin-4-ylamino]-3H-benzooxazol-2-one C(C(C)C)OC1=CC=C(C=C1)NC1=NC=C(C(=N1)NN1C(OC2=C1C=CC=C2)=O)C